C(N)(=O)C=1N=NNC1 carbamoyl-aza-imidazole